(R)-N-((4-((4-(4,4-dimethylcyclohexyl)phenyl)amino)cyclohexyl)methyl)-2,6-dioxohexahydropyrimidine-4-carboxamide CC1(CCC(CC1)C1=CC=C(C=C1)NC1CCC(CC1)CNC(=O)[C@@H]1NC(NC(C1)=O)=O)C